ClC1=NC2=C(N(C1=O)C1=CC=C(C=C1)OC)N=C(C=C2)OCC(F)(F)F 2-chloro-4-(4-methoxyphenyl)-6-(2,2,2-trifluoroethoxy)pyrido[2,3-b]pyrazin-3(4H)-one